C1(CC1)C1=CC=2C(=C3N(CCN(C3)C(CCOCC3NCC3)=O)C2N=C1)F 2-((3-(3-cyclopropyl-5-fluoro-8,9-dihydropyrido[3',2':4,5]pyrrolo[1,2-a]pyrazin-7(6H)-yl)-3-oxopropoxy)methyl)azetidin